ClC=1C=C(C=C(C1)F)N(C(C)=O)C1=NC=CC(=C1)NC(CC1=C(C(=CC=C1)F)Cl)=O N-(3-chloro-5-fluorophenyl)-N-{4-[2-(2-chloro-3-fluorophenyl)acetamido]pyridin-2-yl}acetamide